N,2-dimethyl-1-propanamine CNCC(C)C